S(=O)(=O)(ON1[C@@H]2CC[C@H](N(C1=O)C2)C(NS(=O)(=O)C=2C=NC(=CC2)C(C(F)(F)F)(F)F)=N)O (2S,5R)-7-oxo-2-(N-((6-(perfluoroethyl) pyridin-3-yl) sulfonyl) carbamimidoyl)-1,6-diazabicyclo[3.2.1]octan-6-yl hydrogen sulfate